BrC=1C=C(C(=NC1)C(=O)NC(C(=O)O)(C)C)O 2-(5-Bromo-3-hydroxypicolinamido)-2-methylpropanoic acid